N=1NN=NC1CC1CCN(CC1)CC1=CC=C(C=C1)NC1=NC(=NC=2C=NNC(C21)=O)N2CCC(CC2)CC#N 2-(1-(4-((4-((4-((2H-tetrazol-5-yl)methyl)piperidin-1-yl)methyl)phenyl)amino)-5-oxo-5,6-dihydropyrimido[4,5-d]pyridazin-2-yl)piperidin-4-yl)acetonitrile